6-(1-(mesitylimino)ethyl)pyridin-2-amine C1(=C(C(=CC(=C1)C)C)N=C(C)C1=CC=CC(=N1)N)C